C[C@]12CC3(CC(C[C@@](C1)(C3)C)C2)NC(=O)NC2=CC=C(C=C2)C(=O)N2CCN(CC2)CCCCC 1-[(1r,3R,5S,7r)-3,5-dimethyladamantan-1-yl]-3-[4-(4-Pentylpiperazine-1-carbonyl)phenyl]urea